OC(C)C1=CC=C2C(=CC=NC2=C1)C(=O)OC methyl 7-(1-hydroxyethyl)quinoline-4-carboxylate